2-(isoquinolin-3-yl)acetaldehyde C1=NC(=CC2=CC=CC=C12)CC=O